7-methyl-N-(6-(1-methyl-5-(piperidin-1-ylmethyl)-1H-pyrazol-4-yl)isoquinolin-3-yl)-7-azaspiro[3.5]nonane-2-carboxamide CN1CCC2(CC(C2)C(=O)NC=2N=CC3=CC=C(C=C3C2)C=2C=NN(C2CN2CCCCC2)C)CC1